C(C1=CC=CC=C1)(=O)N1C(CCC1)C=CS(=O)(=O)N(C(C1=CC=CC=C1)=O)C(NC1=C2CCCC2=CC=2CCCC12)=O N-((2-(1-benzoylpyrrolidin-2-yl)vinyl)sulfonyl)-N-((1,2,3,5,6,7-hexahydro-s-indacen-4-yl)carbamoyl)benzamide